FC=1C(=C(C=C(C1)F)CNC(=O)C=1C=C(C=NC1OC)C1=CC=C2C(=NNC2=C1)C(=O)NC)OC(C)C 6-[5-({[3,5-difluoro-2-(propan-2-yloxy)phenyl]methyl}-carbamoyl)-6-methoxypyridin-3-yl]-N-methyl-1H-indazole-3-carboxamide